CC1=NC2=CC(=CC=C2C(=C1)C1=C(C=CC=C1)C)O[C@@H](C(=O)N1CCCCC1)C (3S)-1-[(2R)-2-[[2-Methyl-4-(o-tolyl)-7-quinolyl]oxy]propanoyl]piperidin